OC1CN(C1)CCCCC(=O)OC(CCC\C=C/CCCCC)C(CCC\C=C/CCCCC)CCC\C=C/CCCCC (6Z,16Z)-12-((Z)-dec-4-en-1-yl)docosa-6,16-dien-11-yl 5-(3-hydroxyazetidin-1-yl)pentanoate